(8-(5-cyclopropyl-2-ethoxy-4-(methylsulfonyl)benzyl)-2-oxo-1,3,8-triazaspiro[4.5]decan-3-yl)benzenesulphonic acid C1(CC1)C=1C(=CC(=C(CN2CCC3(CN(C(N3)=O)C3=C(C=CC=C3)S(=O)(=O)O)CC2)C1)OCC)S(=O)(=O)C